BrCCOC1=CC=C(C=O)C=C1 p-bromoethyl-oxybenzaldehyde